BrCC([C@H](C[C@H]1C(NCC1)=O)NC(OC(C)(C)C)=O)=O tert-butyl ((S)-4-bromo-3-oxo 1-((S)-2-oxopyrrolidin-3-yl)butan-2-yl)carbamate